FC1=CC=C2C=C(N(C2=C1)CCOC)C1=NC=2C=C(C=C3OCCN1C23)C=O (2-(6-fluoro-1-(2-methoxyethyl)-1H-indol-2-yl)-3,4-dihydro-5-oxa-1,2a-diazaacenaphthylen-7-yl)methanone